(Z)-5-(iodomethylene)-3-phenyloxazolidin-2-one I\C=C/1\CN(C(O1)=O)C1=CC=CC=C1